(3-cyclobutyl-5-(trifluoromethoxy)phenyl)methylamine hydrochloride Cl.C1(CCC1)C=1C=C(C=C(C1)OC(F)(F)F)CN